tantalum ethanoate C(C)(=O)[O-].[Ta+5].C(C)(=O)[O-].C(C)(=O)[O-].C(C)(=O)[O-].C(C)(=O)[O-]